C1(CC1)N1C(=NNC1=O)CC 4-cyclopropyl-3-ethyl-1H-1,2,4-triazol-5(4H)-one